Cl.FC=1C=C2C(=CNC2=CC1)CC(C)N 1-(5-fluoro-1H-indol-3-yl)propan-2-amine Hydrochloride